2-(3-fluoro-4-(pyridin-4-yl)phenyl)-4-(4-(4-fluorophenoxy)benzyl)-5-methyloxazole FC=1C=C(C=CC1C1=CC=NC=C1)C=1OC(=C(N1)CC1=CC=C(C=C1)OC1=CC=C(C=C1)F)C